tert-butyl (2R,5S)-4-(2-(chloromethyl)-5-methyl-6-oxo-5,6-dihydroimidazo[1,2-b]pyridazin-8-yl)-5-ethyl-2-methylpiperazine-1-carboxylate ClCC=1N=C2N(N(C(C=C2N2C[C@H](N(C[C@@H]2CC)C(=O)OC(C)(C)C)C)=O)C)C1